tert-butyl 4-(4-(3'-chloro-5-fluoro-2-methoxy-4'-(3-methyl-2-oxoimidazolidin-1-yl)-[1,1'-biphenyl]-3-yl)pyridin-2-yl)piperazine-1-carboxylate ClC=1C=C(C=CC1N1C(N(CC1)C)=O)C1=C(C(=CC(=C1)F)C1=CC(=NC=C1)N1CCN(CC1)C(=O)OC(C)(C)C)OC